CN(C)C(=O)NC1=CC(=C(C=C1)Cl)Cl N-(3,4-dichlorophenyl)-N,N-dimethylurea